COC1=CC=C(CN2C3=C(C=C(CC2=O)C=2OC(=CN2)C)C=CC(=C3)C=3C=NN(C3)CC(=O)N)C=C1 2-(4-(1-(4-methoxybenzyl)-4-(5-methyloxazol-2-yl)-2-oxo-2,3-dihydro-1H-benzo[b]azepin-8-yl)-1H-pyrazol-1-yl)acetamide